ClC1=C(CN2CCCCC2)C=C(C=C1)Cl 1-(2,5-dichlorobenzyl)piperidin